COC[C@H](CC(N1CCN(CC1)C1=NC=C(C=N1)C(F)(F)F)=O)NC(OC(C)(C)C)=O tert-Butyl N-[(1S)-1-(methoxymethyl)-3-oxo-3-[4-[5-(trifluoromethyl)pyrimidin-2-yl] piperazin-1-yl]propyl]carbamate